C1(=CC=CC=C1)C1=NC(=NC(=C1)C1CCNCC1)NC=1C=C(C(=CC1)O)O 4-((4-phenyl-6-(piperidin-4-yl)pyrimidin-2-yl)amino)benzene-1,2-diol